C1(=CC=CC=C1)C(C1=CC=CC=C1)=NC1=CC=CC=2C(=C(OC21)C)CC(C(=O)NC)=C ((7-((diphenylmethylene)amino)-2-methylbenzofuran-3-yl)methyl)-N-methylacrylamide